N[C@@H](C(=O)N[C@@H](CCCC1=CC=CC=C1)B1O[C@@]2([C@H](O1)C[C@H]1C([C@@H]2C1)(C)C)C)CS(N(C)C)(=O)=O (S)-2-amino-3-(N,N-dimethylsulfamoyl)-N-((R)-4-phenyl-1-((3aS,4S,6S,7aR)-3a,5,5-trimethyl-hexahydro-4,6-methanobenzo[d][1,3,2]dioxaborol-2-yl)butyl)propanamide